N-[2-(3,3-difluoropyrrolidin-1-yl)-4-(2-fluoro-5-methoxy-phenyl)-3-pyridyl]-2-(dimethyl-amino)pyrimidine-5-carboxamide FC1(CN(CC1)C1=NC=CC(=C1NC(=O)C=1C=NC(=NC1)N(C)C)C1=C(C=CC(=C1)OC)F)F